NC=1N=C(SC1)NC1=CC=C(C=C1)C(F)(F)F 4-amino-2-[4-(trifluoromethyl)anilino]thiazol